O[C@@H]1C[C@H](N(C1)C([C@H](C(C)(C)C)NC(CCCCCCCCC(=O)O)=O)=O)C(NCC1=CC=C(C=C1)C1=C(N=CS1)C)=O 10-(((S)-1-((2S,4R)-4-hydroxy-2-((4-(4-methylthiazol-5-yl)benzyl)carbamoyl)pyrrolidin-1-yl)-3,3-dimethyl-1-oxobutan-2-yl)amino)-10-oxodecanoic acid